OP(O)(=O)OP(=O)(O)OP(=O)(O)OP(=O)(O)O.N1C(N)=NC=2N=CNC2C1=O.N1C(N)=NC=2N=CNC2C1=O diguanine tetraphosphate